C(C(=C)C)(=O)O.O(C1=CC=CC=C1)C(CO)OCCOCCOCCO 2-Phenoxytetraethyleneglycol methacrylat